BrC=1C=C(C=2N(C1)C=C(N2)C(=O)N2C[C@H]([C@@]1(CC2)NCC2=CC=CC=C2C1)O)[C@H](C)OC (6-Bromo-8-((S)-1-methoxyethyl)imidazo[1,2-a]-pyridin-2-yl)((3R,3'R)-3'-hydroxy-1,4-dihydro-2H-spiro[isochinolin-3,4'-piperidin]-1'-yl)-methanon